C(#N)C1=C(C=CC(=C1N1CCC(CC1)C1=NN=CN1C)C=1C=NC(=CC1)F)NC(CCC)=O N-(2-cyano-4-(6-fluoropyridin-3-yl)-3-(4-(4-methyl-4H-1,2,4-triazol-3-yl)piperidin-1-yl)phenyl)butyramide